CN1N=CC(=C1)C1=CC2=C(N[C@H](CN2)[C@@H](C2=CC=CC=C2)NC[C@H](C)C=2C=CC(=NC2)C#N)N=C1 |o1:23| 5-((R or S)-1-(((R)-((R)-7-(1-methyl-1H-pyrazol-4-yl)-1,2,3,4-tetrahydropyrido[2,3-b]pyrazin-3-yl)(phenyl)methyl)amino)propan-2-yl)picolinonitrile